FC1=CC(=C(C=C1C(C)C)[C@H](C(=O)O)N1C[C@@H](CC1)OCCCCCC1=NC=2NCCCC2C=C1)OC (R)-2-(4-fluoro-5-isopropyl-2-methoxyphenyl)-2-((R)-3-((5-(5,6,7,8-tetrahydro-1,8-naphthyridin-2-yl)pentyl)oxy)pyrrolidin-1-yl)acetic acid